O1CC(C1)OC1=NNC=C1 3-(oxetan-3-yloxy)pyrazol